C1(CCCCC1)[Si](OCCC)(OCCC)OCCC Cyclohexyltri-n-propoxysilan